C1C=CC=C2C3=CC=CC=C3N=C12 1H-carbazole